C(CCCCCCCC)OCN1N=NC2=C1C=CC=C2 1-(nonoxymethyl)-benzotriazole